FC(C(=O)O)(F)F.CN(S(=O)(=O)N(C1CNC(C1)C)CC1=CC=C(C=C1)OC)C 3-((N,N-dimethylsulfamoyl)(4-methoxybenzyl)amino)-5-methylpyrrolidine, trifluoroacetic acid salt